NC([C@H](C[C@H]1C(NC2=C(O1)C(=CC=C2)Cl)=O)NC(OC(C)(C)C)=O)=O tert-butyl ((S)-1-amino-3-((S)-8-chloro-3-oxo-3,4-dihydro-2H-benzo[b][1,4]oxazin-2-yl)-1-oxopropan-2-yl)carbamate